1-isopropyl-5,7-dimethylhexahydro-1H-spiro[benzo[c]isoxazole-3,1'-cyclopentane] C(C)(C)N1OC2(CCCC2)C2C1C(CC(C2)C)C